(E)-N-ethyl-N-(3-methoxy-4-((4-nitrophenyl)diazenyl)phenyl)-2,5,8,11-tetraoxatridecan-13-amine C(C)N(CCOCCOCCOCCOC)C1=CC(=C(C=C1)\N=N\C1=CC=C(C=C1)[N+](=O)[O-])OC